COC1=NC=NC(=C1N1C(=NN=C1[C@H](C)OC)NS(=O)(=O)C(C)CC)OC N-(4-(4,6-dimethoxy-5-pyrimidinyl)-5-((1S)-1-methoxyethyl)-4H-1,2,4-triazol-3-yl)-2-butanesulfonamide